C(C)(C)(C)OC(COCCOCCN1CCC(CC1)C(=O)OC)=O methyl 1-(2-(2-(2-(tert-butoxy)-2-oxoethoxy)ethoxy)ethyl)piperidine-4-carboxylate